oxazol-5-ylmethyl (4-((1-(oxetane-3-carbonyl)piperidin-4-yl)methyl)phenyl)carbamate O1CC(C1)C(=O)N1CCC(CC1)CC1=CC=C(C=C1)NC(OCC1=CN=CO1)=O